(2R,3R)-3-carbamimidamido-2-methylbutanoic acid N(C(=N)N)[C@@H]([C@H](C(=O)O)C)C